COC(=O)C1=CN(C2=CC=C(C=C12)Br)COCC[Si](C)(C)C 5-bromo-1-((2-(trimethylsilyl)ethoxy)methyl)-1H-indole-3-carboxylic acid methyl ester